8-chloro-2-(5-methyl-1H-pyrazol-4-yl)-4-(2-methyl-2,8-diazaspiro[4.5]decan-8-yl)pyrido[3,4-d]pyrimidine ClC1=NC=CC2=C1N=C(N=C2N2CCC1(CCN(C1)C)CC2)C=2C=NNC2C